6-{4-[(2S)-1-(tert-Butoxycarbonyl)pyrrolidin-2-yl]piperidin-1-yl}-2-azaspiro[3.4]octane-2-carboxylic acid ethyl ester C(C)OC(=O)N1CC2(C1)CC(CC2)N2CCC(CC2)[C@H]2N(CCC2)C(=O)OC(C)(C)C